4-chloro-2-(1-{[(4-chlorophenyl)amino]carbonyl}-5,6,7,8-tetrahydroindolizin-3-yl)benzoic acid ClC1=CC(=C(C(=O)O)C=C1)C1=CC(=C2CCCCN12)C(=O)NC1=CC=C(C=C1)Cl